FC(=CC1=CC=C(C=C1)F)F 1-(2,2-difluorovinyl)-4-fluorobenzene